C(C)OCC1(CCC(CC1)C=1C(=NN2C1COCC2)CN(CCNC)C)CCC(F)(F)F N1-((3-((1s,4s)-4-(ethoxy-methyl)-4-(3,3,3-trifluoro-propyl)cyclohexyl)-6,7-dihydro-4H-pyrazolo[5,1-c]-[1,4]oxazin-2-yl)methyl)-N1,N2-dimethylethane-1,2-diamine